O=C(CNC(OC(C)(C)C)=O)C1=NC=CN=C1 tert-butyl [2-oxo-2-(pyrazin-2-yl)ethyl]carbamate